(1-(cyclopropylsulfonyl)-1H-pyrazol-4-yl)-N-(5-((1-methyl-1H-pyrazol-4-yl)ethynyl)-4-(2,8-diazaspiro[4.5]dec-2-yl)pyridin-2-yl)pyrimidin-4-amine C1(CC1)S(=O)(=O)N1N=CC(=C1)C1=NC=CC(=N1)NC1=NC=C(C(=C1)N1CC2(CC1)CCNCC2)C#CC=2C=NN(C2)C